2,3-dihydro-1H-pyrrolizine-1,7-dicarboxylic acid C1(CCN2C=CC(=C12)C(=O)O)C(=O)O